O-propargyl phosphoramidate P(OCC#C)([O-])(=O)N